tert-butyl N-{6-[(2R)-2-[(tert-butoxycarbonyl)amino]-3-(methanesulfonyloxy)propyl]-7-methylthieno[3,2-c]pyridazin-4-yl}-N-(thiophen-2-ylmethyl)carbamate C(C)(C)(C)OC(=O)N[C@H](CC1=C(C=2N=NC=C(C2S1)N(C(OC(C)(C)C)=O)CC=1SC=CC1)C)COS(=O)(=O)C